Cl.FC1=C(C=CC(=C1)OC)C(=O)C1CCNCC1 (2-fluoro-4-methoxyphenyl)(piperidin-4-yl)methanone hydrochloride